2-Behenamidopropyl-Dimethylamine C(CCCCCCCCCCCCCCCCCCCCC)(=O)NC(CN(C)C)C